tert-butyl ((1R,3r)-3-((S)-2-(((benzyloxy)carbonyl)amino)-2-methylpent-4-en-1-yl)cyclobutyl)carbamate C(C1=CC=CC=C1)OC(=O)N[C@](CC1CC(C1)NC(OC(C)(C)C)=O)(CC=C)C